NC=1C(NC2=C3C=CC=NC3=C(C=C2C1C1=C2C=NNC2=C(C(=C1)F)F)OC1CC(C1)C#N)=O (1s,3s)-3-[[3-amino-4-(6,7-difluoro-1H-indazol-4-yl)-2-oxo-1H-1,7-phenanthrolin-6-yl]oxy]cyclobutane-1-carbonitrile